C1(=CC=CC=C1)S(=O)(=O)SCCCN(C)C(=O)OC(C)(C)C S-(3-((tert-Butoxycarbonyl) (methyl) amino) propyl) thiobenzenesulfonate